N1(CCCC1)C=1C=C(C=CC1)O 3-(pyrrolidine-1-yl)phenol